C(CC)N(CCO)CCC 2-dipropylaminoethanol